COC(=O)[C@@H]1N(CC(C1)(F)F)C(=O)OC(C)(C)C (R)-4,4-difluoropyrrolidine-1,2-dicarboxylic acid 1-(tert-butyl) 2-methyl ester